hexadecyldi-n-propyl-(3-trimethoxysilylpropyl)ammonium chloride [Cl-].C(CCCCCCCCCCCCCCC)[N+](CCC[Si](OC)(OC)OC)(CCC)CCC